5-(N-methylaminosulfonyl)-N-(4-(pyrrolidin-1-yl)benzyl)thiophene-2-carboxamide CNS(=O)(=O)C1=CC=C(S1)C(=O)NCC1=CC=C(C=C1)N1CCCC1